2-(4-cyclopropyl-6-methoxypyrimidin-5-yl)-7-(4-(1-methyl-4-(trifluoromethyl)-1H-imidazol-2-yl)benzyl)benzo[d]thiazole C1(CC1)C1=NC=NC(=C1C=1SC2=C(N1)C=CC=C2CC2=CC=C(C=C2)C=2N(C=C(N2)C(F)(F)F)C)OC